2-((2R,3R,4R,5R)-3-((tert-butyldimethylsilyl)oxy)-5-(2,4-dioxo-3,4-dihydro-pyrimidin-1(2H)-yl)-4-methoxytetrahydrofuran-2-yl)acetonitrile [Si](C)(C)(C(C)(C)C)O[C@@H]1[C@H](O[C@H]([C@@H]1OC)N1C(NC(C=C1)=O)=O)CC#N